(4-(2',3',4',5'-tetrahydro-[1,1'-biphenyl]-4-yl)-1H-indazol-3-yl) aminomethylbenzoate NCC1=C(C(=O)OC2=NNC3=CC=CC(=C23)C2=CC=C(C=C2)C=2CCCCC2)C=CC=C1